N-(1-((1S,2S)-2-fluorocyclopropyl)-2-oxo-1,2-dihydropyridin-3-yl)-6-isopropoxy-2-(1-methyl-2-oxabicyclo[2.1.1]hexan-4-yl)-2H-pyrazolo[3,4-b]pyridine-5-carboxamide F[C@@H]1[C@H](C1)N1C(C(=CC=C1)NC(=O)C1=CC=2C(N=C1OC(C)C)=NN(C2)C21COC(C2)(C1)C)=O